ClC1=CC=C2C(=CNC2=C1)S(=O)(=O)NC=1C(=NC(=CC1)OC)OCC(F)F 6-Chloro-N-[2-(2,2-difluoroethoxy)-6-methoxypyridin-3-yl]-1H-indole-3-sulfonamide